N-(6-Methoxy-5'-(1H-pyrazol-1-yl)-[2,3'-bipyridin]-5-yl)-5-methyl-3-phenylisoxazole-4-carboxamide COC1=C(C=CC(=N1)C=1C=NC=C(C1)N1N=CC=C1)NC(=O)C=1C(=NOC1C)C1=CC=CC=C1